CC=1C(=NOC1C)NS(=O)(=O)C=1C(=NC=CC1)C#CC=1C=C2C(OCC2=CC1C)(C)C N-(4,5-Dimethylisoxazol-3-yl)-2-((3,3,6-trimethyl-1,3-dihydroisobenzofuran-5-yl)ethynyl)pyridine-3-sulfonamide